3-(2-chloro-5-fluoro-4'-(2-oxopyridin-1(2H)-yl)-[1,1'-biphenyl]-3-yl)piperidine-2,6-dione ClC1=C(C=C(C=C1C1C(NC(CC1)=O)=O)F)C1=CC=C(C=C1)N1C(C=CC=C1)=O